rac-(3S)-5-[6-chloro-5-[[6-methyl-4-(methylamino)-2-pyridyl]amino]-[1,3]dioxolo[4,5-b]pyridin-7-yl]-2,3,4,7-tetrahydro-1H-azepin-3-ol ClC=1C(=C2C(=NC1NC1=NC(=CC(=C1)NC)C)OCO2)C=2C[C@@H](CNCC2)O |r|